6-Bromo-4-(1-((4-oxo-4-(4-(5-(trifluoromethyl)pyrimidin-2-yl)piperazin-1-yl)butan-2-yl)amino)ethyl)phthalazin-1(2H)-one BrC=1C=C2C(=NNC(C2=CC1)=O)C(C)NC(C)CC(N1CCN(CC1)C1=NC=C(C=N1)C(F)(F)F)=O